BrC=1C=C(OC2=NC=C(C=C2)C(F)(F)F)C=CC1C(F)(F)F 2-(3-bromo-4-(trifluoromethyl)phenoxy)-5-(trifluoromethyl)pyridine